(Z)-1,2-diphenylethylene C1(=CC=CC=C1)\C=C/C1=CC=CC=C1